N-(2-(benzo[d][1,3]dioxol-5-yl)-2-phenylethyl)-4-methylbenzenesulfonamide O1COC2=C1C=CC(=C2)C(CNS(=O)(=O)C2=CC=C(C=C2)C)C2=CC=CC=C2